BrC1=CC=C(C=C1)C p-Bromotoluol